C1(=CC=CC=C1)C=1C2=CC=CC=C2C(=C2C=CC=C(C12)C(C(=O)O)C)C1=CC=CC=C1 9,10-diphenylanthracenylpropionic acid